C1(=CC=CC=C1)C1=NC(=NC(=N1)C1=CC=CC=C1)C1=CC=C(C2=CC=CC=C12)B1OC(C(O1)(C)C)(C)C 2,4-diphenyl-6-[4-(4,4,5,5-tetramethyl-1,3,2-dioxaborolan-2-yl)-1-naphthyl]-1,3,5-triazine